(S)-5-(4-(2-Methoxyethoxy)-6-(3-methoxytetrahydrofuran-3-yl)pyridine-2-yl)-7-methylpyrrolo[1,2-c]pyrimidin-3-amine COCCOC1=CC(=NC(=C1)[C@@]1(COCC1)OC)C=1C=C(N2C=NC(=CC21)N)C